ClC=1C=C2C(N(C(=NC2=C(C1)\C(\C)=N/[S@](=O)C(C)(C)C)N1CCC(CC1)(F)F)C)=O (R,Z)-N-(1-(6-chloro-2-(4,4-difluoropiperidin-1-yl)-3-methyl-4-oxo-3,4-dihydroquinazolin-8-yl)ethylidene)-2-methylpropane-2-sulfinamide